2-(3,3'-bis(2-(2-(2-methoxyethoxy)ethoxy)ethoxy)-[2,2'-bithiophen]-5-yl)thieno[3,2-b]thiophene COCCOCCOCCOC1=C(SC(=C1)C1=CC2=C(S1)C=CS2)C=2SC=CC2OCCOCCOCCOC